rhodium (III) chloride trihydrate O.O.O.[Rh](Cl)(Cl)Cl